O=C(C)C(C(C)=O)N1CCN(CC1)C=1C=C(C(=O)OC)C=CC1F methyl 3-(4-(2,4-dioxopentan-3-yl) piperazin-1-yl)-4-fluorobenzoate